Fmoc-aminoethyl-carboxylic acid C(=O)(OCC1C2=CC=CC=C2C2=CC=CC=C12)C(CC(=O)O)N